CCC(C(CCCCCC)O)O 3,4-decanediol